(S)-1-(2-(2-(cyclobutylmethyl)-1,3-dioxoisoindolin-5-yl)thiazol-4-yl)-3-(piperidin-3-yl)urea C1(CCC1)CN1C(C2=CC=C(C=C2C1=O)C=1SC=C(N1)NC(=O)N[C@@H]1CNCCC1)=O